N1(C=NC=C1)CCCC=1N=C(C2=C(N1)OC(=C2C(=O)N)C)NC2(CC2)C [3-(1H-imidazol-1-yl)propyl]-6-methyl-4-[(1-methylcyclopropyl)amino]furo[2,3-d]pyrimidine-5-carboxamide